4-morpholino-N-(oxetan-3-yl)-2-(3-(m-tolyl)-1H-pyrazol-1-yl)furo[3,2-d]pyrimidine-6-carboxamide O1CCN(CC1)C=1C2=C(N=C(N1)N1N=C(C=C1)C=1C=C(C=CC1)C)C=C(O2)C(=O)NC2COC2